C[C@@H]1CC[C@H]([C@@H](C1)O)C(=C)C (1R,2S,5R)-5-methyl-2-(prop-1-en-2-yl)cyclohexan-1-ol